C(#N)C1=C(C=C(C=C1)N1CC(N(C2(CN(C2)C(=O)N(C)C)C1=O)CC1=CC=C(C=C1)C(F)(F)F)=O)F 8-(4-cyano-3-fluorophenyl)-N,N-dimethyl-6,9-dioxo-5-(4-(trifluoromethyl)benzyl)-2,5,8-triazaspiro[3.5]nonane-2-carboxamide